2-(((R)-3-((6-((4-chloro-2-fluorobenzyl)oxy)pyridin-2-yl)amino)pyrrolidin-1-yl)methyl)-1-(((S)-oxetan-2-yl)methyl)-1H-benzo[d]imidazole-6-carboxylic acid ClC1=CC(=C(COC2=CC=CC(=N2)N[C@H]2CN(CC2)CC2=NC3=C(N2C[C@H]2OCC2)C=C(C=C3)C(=O)O)C=C1)F